COC1=C(C(=O)NCC2=C(C=C(C=C2)B2OC(C(O2)(C)C)(C)C)C)C=CC=N1 2-methoxy-N-(2-methyl-4-(4,4,5,5-tetramethyl-1,3,2-dioxaborolan-2-yl)benzyl)nicotinamide